2-(4-chloro-3-fluorophenoxy)-N-((3R,6S)-6-(5-((trifluoromethoxy)methyl)-1,3,4-oxadiazol-2-yl)tetrahydro-2H-pyran-3-yl)acetamide ClC1=C(C=C(OCC(=O)N[C@H]2CO[C@@H](CC2)C=2OC(=NN2)COC(F)(F)F)C=C1)F